COC=1C2=C(N=C(N1)C#N)CN(C2C)C(CC2CN(C2)C=2C=NC=NC2)=O 4-Methoxy-5-methyl-6-(2-(1-(pyrimidin-5-yl)azetidin-3-yl)acetyl)-6,7-dihydro-5H-pyrrolo[3,4-d]pyrimidine-2-carbonitrile